tert-butyl (3R)-3-[(3-hydroxybenzoyl)amino]piperidine-1-carboxylate OC=1C=C(C(=O)N[C@H]2CN(CCC2)C(=O)OC(C)(C)C)C=CC1